2-[(3-methoxy-propyl)amino]pyrimidine-5-carboxamide COCCCNC1=NC=C(C=N1)C(=O)N